benzenaminium trifluoroacetate FC(C(=O)[O-])(F)F.C1(=CC=CC=C1)[NH3+]